(4-(4-(4-cyclohexylpiperazin-1-yl)-4-oxobutyl)-1-phenyl-1H-imidazol-2-yl)-3-(1-methyl-1H-pyrazol-4-yl)benzamide C1(CCCCC1)N1CCN(CC1)C(CCCC=1N=C(N(C1)C1=CC=CC=C1)C1=C(C(=O)N)C=CC=C1C=1C=NN(C1)C)=O